1,2,4,5-tetrabromobenzene BrC1=C(C=C(C(=C1)Br)Br)Br